4-(5-(4-aminopiperidin-1-yl)-5-oxopent-1-yn-1-yl)-2-(2,6-dioxopiperidin-3-yl)isoindoline-1,3-dione NC1CCN(CC1)C(CCC#CC1=C2C(N(C(C2=CC=C1)=O)C1C(NC(CC1)=O)=O)=O)=O